ClC1=C(OC2=C(C(S\C(=C(\C)/N(C=O)CC=3C(=NC(=NC3)C)N)\CCO)=O)C=CC=C2)C=CC=C1 (Z)-S-(2-(N-((4-amino-2-methylpyrimidin-5-yl)methyl)formamido)-5-hydroxypent-2-en-3-yl) 2-(2-chlorophenoxy)benzothioate